ClC1=CC=CC(=C1C1=CC=CC=C1)NC1=C(C(=O)O)C=CC=C1 2-((6-chloro-[1,1'-biphenyl]-2-yl)amino)benzoic acid